[O-2].[Mn+2].[Co+2].[Ni+2].[Li+] lithium nickel-Cobalt manganese oxide